3-((6-chloropyridin-3-yl)methyl)-1-((2,4-dimethylthiazole-5-yl)methyl)-N-(1-Methylcyclopropyl)-2,4-dioxo-1,2,3,4-tetrahydrothieno[2,3-d]pyrimidin-6-sulfonamide ClC1=CC=C(C=N1)CN1C(N(C2=C(C1=O)C=C(S2)S(=O)(=O)NC2(CC2)C)CC2=C(N=C(S2)C)C)=O